C(C)(=O)C1=CC(=C(N(C1=O)C1=CC(=CC=C1)Cl)C)C(=O)NC1=CC(=CC=C1)Cl 5-acetyl-N,1-bis(3-chlorophenyl)-2-methyl-6-oxo-1,6-dihydropyridine-3-carboxamide